2-{6-chloroimidazo[1,2-a]pyridin-2-yl}-N-(5-cyclopropyl-1H-pyrazol-3-yl)propanamide ClC=1C=CC=2N(C1)C=C(N2)C(C(=O)NC2=NNC(=C2)C2CC2)C